S1C=NC2=C1C=CC(=C2)NC(=O)C2C(CN(CC2)S(=O)(=O)C=2C(=NN(C2)C)C)C N-(benzo[d]thiazol-5-yl)-1-((1,3-dimethyl-1H-pyrazol-4-yl)sulfonyl)-3-methylpiperidine-4-carboxamide